C(C)(C)(C)C=1C=C(C=C(C1)C(C)(C)C)C1=NC2=C(N1)C=CC=C2 2-(3,5-di-tert-Butylphenyl)-1H-benzo[d]imidazole